4-(methoxycarbonyl)-2-(trifluoromethyl)pyridine 1-oxide COC(=O)C1=CC(=[N+](C=C1)[O-])C(F)(F)F